4-([[(2R)-1,4-dioxane-2-yl]methyl]amino)-3-nitrobenzene-1-sulfonamide O1[C@@H](COCC1)CNC1=C(C=C(C=C1)S(=O)(=O)N)[N+](=O)[O-]